ON1CCCC1 hydroxytetrahydropyrrole